C[C@H]1N(CCOC1)C=1N=C2N(C(C1)=O)CC[C@H](N2CC(=O)N2CCOCC2)C(F)(F)F (S)-2-((R)-3-Methyl-morpholin-4-yl)-9-(2-morpholin-4-yl-2-oxo-ethyl)-8-trifluoromethyl-6,7,8,9-tetrahydro-pyrimido[1,2-a]-pyrimidin-4-one